2-(4-cyclopropyl-6-methoxy-pyrimidin-5-yl)-5-(2,5-dihydro-1H-pyrrol-3-yl)-4-[[4-[1-methyl-4-(trifluoromethyl)imidazol-2-yl]phenyl]methoxy]pyrimidine C1(CC1)C1=NC=NC(=C1C1=NC=C(C(=N1)OCC1=CC=C(C=C1)C=1N(C=C(N1)C(F)(F)F)C)C=1CNCC1)OC